1-[(2R,4S,5S)-4-[4-[[4-[(E)-3-(2,4-Dimethoxyphenyl)-3-oxoprop-1-enyl]-2-methoxyphenoxy]methyl]triazol-1-yl]-5-(hydroxymethyl)oxolan-2-yl]-5-methylpyrimidine-2,4-dione COC1=C(C=CC(=C1)OC)C(/C=C/C1=CC(=C(OCC=2N=NN(C2)[C@H]2C[C@@H](O[C@@H]2CO)N2C(NC(C(=C2)C)=O)=O)C=C1)OC)=O